C(CCC)C1CCC(CC1)OC(=O)N[C@H](C(=O)N[C@H](C(=O)OC)C[C@H]1C(NCC1)=O)CC(C)C methyl (S)-2-((S)-2-((((4-butylcyclohexyl)oxy)carbonyl)amino)-4-methylpentanamido)-3-((S)-2-oxopyrrolidin-3-yl)propanoate